(6,6-dioxo-6lambda6-thia-2,5-diazaspiro[3.4]octan-2-yl)-[6-[[4-fluoro-2-(trifluoromethyl)phenyl]methyl]-2-azaspiro[3.3]heptan-2-yl]methanone O=S1(NC2(CN(C2)C(=O)N2CC3(C2)CC(C3)CC3=C(C=C(C=C3)F)C(F)(F)F)CC1)=O